1-pyrrolidineethanol N1(CCCC1)CCO